(2S,4R)-1-[(2S)-2-amino-3,3-dimethylbutyryl]-N-[(1S)-1-[4-(2-fluorophenyl)phenyl]ethyl]-4-hydroxypyrrolidine-2-formamide N[C@H](C(=O)N1[C@@H](C[C@H](C1)O)C(=O)N[C@@H](C)C1=CC=C(C=C1)C1=C(C=CC=C1)F)C(C)(C)C